[Si](C)(C)(C(C)(C)C)OCC1N(C(C1)CO[Si](C)(C)C(C)(C)C)C1=NC(=NC2=C(C(=C(C(=C12)F)Cl)Br)F)SC 4-(2,4-bis(((tert-butyldimethylsilyl)oxy)methyl)azetidin-1-yl)-7-bromo-6-chloro-5,8-difluoro-2-(methylthio)quinazoline